tert-butyl 4-(4-(3-cyano-4-methoxypyrazolo[1,5-a]pyridin-6-yl)-5-methyl-1H-pyrazol-1-yl)-3,3-difluoropiperidine-1-carboxylate C(#N)C=1C=NN2C1C(=CC(=C2)C=2C=NN(C2C)C2C(CN(CC2)C(=O)OC(C)(C)C)(F)F)OC